FC(F)(F)C1(OCCO1)C(F)(F)F bistrifluoromethyl-1,3-dioxolane